ClC=1C=C(OCC(=O)C2=CC=NC=C2)C=CC1 2-(3-chlorophenoxy)-1-(4-pyridyl)ethanone